N-((1R,2S)-2-Hydroxy-2,3-dihydro-1H-inden-1-yl)-4-(4,4,5,5-tetramethyl-1,3,2-dioxaborolan-2-yl)benzamide O[C@@H]1[C@@H](C2=CC=CC=C2C1)NC(C1=CC=C(C=C1)B1OC(C(O1)(C)C)(C)C)=O